(1S,3S,5S)-3-((3-chloro-2-fluorobenzyl)carbamoyl)-2-azabicyclo[3.1.0]hexane-2-carboxylic acid tert-butyl ester C(C)(C)(C)OC(=O)N1[C@H]2C[C@H]2C[C@H]1C(NCC1=C(C(=CC=C1)Cl)F)=O